p-phenylenediphenyl trimellitate C1(C=2C(C(=O)[O-])=CC(C(=O)OC3=C(C=CC=C3)C3=CC=C(C=C3)C3=C(C=CC=C3)O1)=CC2)=O